C(C)OC(=O)C=1OC2=C(C1C(F)(F)F)C(C(C(C2)(C)C)=CO)=O 5-(hydroxymethylene)-6,6-dimethyl-4-oxo-3-(trifluoromethyl)-4,5,6,7-tetrahydro-1-benzofuran-2-carboxylic acid ethyl ester